C1C(CSS1)C(=O)O The molecule is a sulfur-containing carboxylic acid, a dithiolanecarboxylic acid and a member of dithiolanes. It is a conjugate acid of an asparagusate. It derives from a hydride of a 1,2-dithiolane.